ClC=1C=CC(=C2C=NNC12)C1=C(N=NC(=C1C)OCC[Si](C)(C)C)N1CC(CC1)N 7-chloro-1-{[2-(trimethylsilyl)ethoxy]methyl(indazol-4-yl)pyridazin-3-yl}pyrrolidin-3-amine